C(C)C1=C(N=CO1)C(=O)N1CCC(CC1)(O)CC1=NN(C=2N=CNC(C21)=O)C2=CC=CC=C2 [1-(5-ethyl-1,3-oxazole-4-carbonyl-4-hydroxypiperidin-4-yl)methyl]-1-phenyl-1H,4H,5H-pyrazolo[3,4-d]pyrimidin-4-one